1-benzyl-3,3-difluorooctahydro-5H-pyrrolo[3,2-c]pyridine-5-carboxylic acid tert-butyl ester C(C)(C)(C)OC(=O)N1CC2C(CC1)N(CC2(F)F)CC2=CC=CC=C2